O1C=C(C=C1)C1=CC2=C(C=C(O2)C(=O)N2CC3(C2)CCNCC3)C=C1 (6-(furan-3-yl)benzofuran-2-yl)(2,7-diazaspiro[3.5]non-2-yl)methanone